CC1=CC=C2C=CC(=CC2=C1)O 7-Methyl-naphthalene-2-ol